tributyl-hexadecyl-phosphonium C(CCC)[P+](CCCCCCCCCCCCCCCC)(CCCC)CCCC